2-(8-chlorodibenzofuran-1-yl)-4,4,5,5-tetramethyl-1,3,2-dioxaborolane ClC=1C=CC2=C(C3=C(O2)C=CC=C3B3OC(C(O3)(C)C)(C)C)C1